3-dimethylamino-1,2,4-dithiazole-5-thione CN(C=1SSC(N1)=S)C